1-(8-Nitroquinolin-6-yl)ethan-1-one [N+](=O)([O-])C=1C=C(C=C2C=CC=NC12)C(C)=O